FC(C(=O)[O-])(F)F.C(=C)[Zn+] vinylzinc trifluoroacetate